CC1=NC=C2C(=CNC2=C1)C=O 6-METHYL-5-AZAINDOLE-3-CARBOXALDEHYDE